dihexyl-(2,3,4,5-tetramethylcyclopentadienyl)silane C(CCCCC)[SiH](C1C(=C(C(=C1C)C)C)C)CCCCCC